3-ethyl-3-(4-hydroxybutyl-oxymethyl)oxetane Boc-folate C(=O)(OC(C)(C)C)OC(CC[C@@H](C(=O)O)NC(=O)C1=CC=C(NCC2=CN=C3N=C(N)NC(=O)C3=N2)C=C1)=O.C(C)C1(COC1)COCCCCO